COC=1C=C(C(=O)[O-])C=C(C1OC)OC (E)-3,4,5-trimethoxybenzoate